2-(naphthalen-2-yloxy)acetic acid C1=C(C=CC2=CC=CC=C12)OCC(=O)O